(6-aminobenzo[d][1,3]dioxol-5-yl)(4-fluoro-3-methoxyphenyl)methanone NC=1C(=CC2=C(OCO2)C1)C(=O)C1=CC(=C(C=C1)F)OC